FC1([C@H](C1)C(=O)NC1=NC=C2C=C(N3C(C2=C1)=NC=C3)C=3C=NC(=CC3C)[C@@H](CC)O)F (R)-2,2-difluoro-N-(5-(6-((R)-1-hydroxypropyl)-4-methylpyridin-3-yl)imidazo[2,1-a][2,6]naphthyridin-9-yl)cyclopropane-carboxamide